6-((4-(trifluoromethyl)phenyl)amino)pyrazine-2-carboxylic acid FC(C1=CC=C(C=C1)NC1=CN=CC(=N1)C(=O)O)(F)F